5-hydroxy-2,3-dimethylisoindol-1-one OC=1C=C2C(N(C(C2=CC1)=O)C)C